(-)-beta-thujene C[C@@H]1C=C[C@@]2([C@H]1C2)C(C)C